C(C)OC1=C(C=CC=C1)C(C(=O)O)(F)F 2-(2-ethoxyphenyl)-2,2-difluoroacetic acid